C(C)(=O)OCC(=O)N(C(C)C)C1=CC=C(C=C1)F 2-(acetoxy)-N-(4-fluorophenyl)-N-(1-methylethyl)acetamide